CN1N=C(C2=CC=C(C=C12)N1[C@H](CNCC1)C)N1C(NC(CC1)=O)=O {1-methyl-6-[(2S)-2-methylpiperazin-1-yl]indazol-3-yl}-1,3-diazinane-2,4-dione